FC(C1=NN(C=C1NC(=O)C=1N=C(OC1)C1=CC(=NC=C1)NCC(F)(F)F)C1CCN(CC1)CC1=CC(=CC=C1)N1C(NC(CC1)=O)=O)F N-(3-(difluoromethyl)-1-(1-(3-(2,4-dioxotetrahydropyrimidin-1(2H)-yl)benzyl)piperidin-4-yl)-1H-pyrazol-4-yl)-2-(2-((2,2,2-trifluoroethyl)amino)pyridin-4-yl)oxazole-4-carboxamide